7-{[(2R)-4-methylmorpholin-2-yl]Methyl}-2-(pyridin-4-yl)-1H,5H,6H,7H-pyrrolo[3,2-c]Pyridin-4-one CN1C[C@H](OCC1)CC1C2=C(C(NC1)=O)C=C(N2)C2=CC=NC=C2